N-[(1S)-5-[2-(2-aminopyridin-3-yl)-5-(4-chloropyrazol-1-yl)imidazo[4,5-b]pyridin-3-yl]-2,3-dihydro-1H-inden-1-yl]-3-formyl-4-hydroxybenzamide NC1=NC=CC=C1C1=NC=2C(=NC(=CC2)N2N=CC(=C2)Cl)N1C=1C=C2CC[C@@H](C2=CC1)NC(C1=CC(=C(C=C1)O)C=O)=O